2,4-difluoro-3-formylphenylboronic acid FC1=C(C=CC(=C1C=O)F)B(O)O